CN(CCNC(C1=NC=C(C=C1)[131I])=O)C N-(2-(dimethylamino)ethyl)-5-[131I]iodopicolinamide